N-(3-cyano-1H-indol-7-yl)-2-cyclopropyl-1,3-oxazole-5-sulfonamide C(#N)C1=CNC2=C(C=CC=C12)NS(=O)(=O)C1=CN=C(O1)C1CC1